3-(6-(((5-bromo-7-tosyl-7H-pyrrolo[2,3-d]pyrimidin-4-yl)amino)methyl)pyridin-2-yl)propan-1-ol BrC1=CN(C=2N=CN=C(C21)NCC2=CC=CC(=N2)CCCO)S(=O)(=O)C2=CC=C(C)C=C2